Tetramethylxylylendiurethan CC(OC(NCC=1C(=CC=CC1)CNC(=O)OC(C)(C)C)=O)(C)C